1-[9-ethyl-6-(2-methylbenzoyl)-9H-carbazol-3-yl]-ethane C(C)N1C2=CC=C(C=C2C=2C=C(C=CC12)CC)C(C1=C(C=CC=C1)C)=O